COCC[C@H](C(=O)N[C@@H](CCCC1=CC=CC=C1)B(O)O)NC(=O)C1=NC=CN=C1 ((R)-1-((R)-4-methoxy-2-(pyrazine-2-carboxamido)butanamido)-4-phenyl-butyl)boronic acid